OC(C)(C)C=1C=NC=CC1 3-(2-hydroxypropane-2-yl)pyridine